6-chloro-7-fluoro-1H-pyrazolo[4,3-c]pyridine ClC1=C(C2=C(C=N1)C=NN2)F